4-(1-(2,6-dimethylphenyl)-6-fluoro-7-(2-fluoro-4-methoxyphenyl)-2-carbonyl-1,2-Dihydroquinolin-4-yl)piperazine-1-carboxylate CC1=C(C(=CC=C1)C)N1C(C=C(C2=CC(=C(C=C12)C1=C(C=C(C=C1)OC)F)F)N1CCN(CC1)C(=O)[O-])=C=O